ClC1(C(N=CC=C1)C(C)N)F (+/-)-1-(3-chloro-3-fluoropyridin-2-yl)ethylamine